C(C1=CC=CC=C1)OC1=CC=NN1C 5-(Benzyloxy)-1-methyl-1H-pyrazole